Titanium-Aluminium-Vanadium [V].[Al].[Ti]